FC1=C(C=C(C=C1)O)C(=O)N1CC2(C1)CC(C2)N2N=C(C=C2)C2=C(C=CC=C2)C(F)(F)F (2-fluoro-5-hydroxyphenyl)(6-(3-[o-(trifluoromethyl)phenyl]-1-pyrazolyl)-2-aza-2-spiro[3.3]heptyl)methanone